C1(CCCC1)OC1=C(C(=CC=C1)F)CN (2-(cyclopentyloxy)-6-fluorophenyl)methylamine